C(C1=CC=CC=C1)O[C@@H]1C[C@H](C1)O Trans-3-(benzyloxy)cyclobutanol